C1(=CC=CC2=CC=CC=C12)S(=O)(=O)ON=C(C1=CC=C(C=C1)OC)C#N (1-naphthylsulfonyloxyimino)-4-methoxybenzyl cyanide